1-methyl-4-((1-methyl-1H-benzo[d][1,2,3]triazol-6-yl)ethynyl)-2,7-naphthyridine-1,6-diamine CC1(NC=C(C2=CC(=NC=C12)N)C#CC=1C=CC2=C(N(N=N2)C)C1)N